L-2-chloro-L-phenylalanine ClC1=C(C[C@H](N)C(=O)O)C=CC=C1